C(C1=CC=CC=C1)N(CCC(=O)O)C=1SC(=C(N1)C1=CC(=C(C=C1)Cl)Cl)COC 3-(benzyl-(4-(3,4-dichlorophenyl)-5-(methoxymethyl)thiazol-2-yl)amino)propionic acid